(R)-3-(2-cyano-2-methylazetidine-1-carbonyl)-1-isobutyl-8-methoxy-5,6-dihydropyrrolo[2,1-a]isoquinoline-9-carboxylic acid C(#N)[C@@]1(N(CC1)C(=O)C1=CC(=C2N1CCC1=CC(=C(C=C21)C(=O)O)OC)CC(C)C)C